silicon cerium oxide [O-2].[Ce+3].[Si+4]